C(C=C)(=O)O.CC=1N(CCCN1)CCC(=O)O.CC=1N(CCCN1)CCC(=O)O.C(O)C(CC)(CO)CO 1,1,1-Trimethylolpropan bis(3-(2-methyl-1,4,5,6-tetrahydropyrimidin-1-yl)propionat) acrylat